C(C)(C)(C)C1=NC2=C(N1C(=O)C=1SC=CC1)C=CC=C2 (2-(tert-Butyl)-1H-benzo[d]imidazol-1-yl)(thiophen-2-yl)methanone